2-HYDROXYPHENYLBORONIC ACID OC1=C(C=CC=C1)B(O)O